C(C)(C)(C)C1=CC=CS1 5-t-butylthiophene